COCOC1=C(C=C(C=C1[Si](C)(C)C)C(F)(F)F)P(Cl)C1=C(C=CC=C1OC1=CC=CC=C1)OC1=CC=CC=C1 (2-methoxymethoxy-3-trimethylsilyl-5-trifluoromethylphenyl)-(2,6-diphenoxyphenyl)chlorophosphine